Stearyl behenate C(CCCCCCCCCCCCCCCCCCCCC)(=O)OCCCCCCCCCCCCCCCCCC